CN(C)CCCN (dimethylamino)propylamine